3-bromo-1-(3-chloropyridin-2-yl)-N-(2,4-dichloro-6-(methylcyclopropylcarbamoyl)phenyl)-N-methyl-1H-pyrazole-5-carboxamide BrC1=NN(C(=C1)C(=O)N(C)C1=C(C=C(C=C1C(N(C1CC1)C)=O)Cl)Cl)C1=NC=CC=C1Cl